C(C)OC=[Ru](Cl)Cl ethoxymethyleneruthenium dichloride